ClC=1C(=NC(=NC1)C=1CCNCC1)N[C@H](C)C1=C(C=C(C=C1)Cl)Cl (R)-5-chloro-N-(1-(2,4-dichlorophenyl)ethyl)-2-(1,2,3,6-tetrahydropyridin-4-yl)pyrimidin-4-amine